3-hydroxylaniline OC=1C=C(N)C=CC1